COC(=O)C1=CC=C(C=C1)C12CN(CCC2O1)C(=O)[O-] 1-(4-(methoxycarbonyl)phenyl)-7-oxa-3-azabicyclo[4.1.0]heptane-3-carboxylate